CC=1C=C(C=NC1C1=NN=NN1C)NC(=O)C=1C=NN(C1C(F)(F)F)C1=C2C=CC=NC2=CC=C1 N-(5-methyl-6-(1-methyl-1H-tetrazol-5-yl)pyridin-3-yl)-1-(quinolin-5-yl)-5-(trifluoromethyl)-1H-pyrazole-4-carboxamide